C(#N)CC(=O)OCCCOC1=CC=CC=C1 phenoxypropyl cyanoacetate